CN(C1=CC=C(C=C1)C1=CC(=CC=C1)C1CC(CC2=CC=CC=C12)N(C)C)C 4-(4'-(dimethylamino)-[1,1'-biphenyl]-3-yl)-N,N-dimethyl-1,2,3,4-tetrahydronaphthalen-2-amine